C(C1=CC=CC=C1)O[C@]1(C2=NN=C(C3=C(C=C(C(NC(CC=CCC1)C(=O)O)=N3)C(F)(F)F)NC(=O)OC(C)(C)C)O2)C(F)(F)F (6R)-6-benzyloxy-17-(tert-Butoxycarbonylamino)-6,15-bis(trifluoromethyl)-19-oxa-3,4,13,18-tetraazatricyclo[12.3.1.12,5]nonadeca-1(17),2,4,9,14(18),15-hexa-ene-12-carboxylic acid